indeno[1,2-c]furan C1C=2C(=CO1)C=1C=CC=CC1C2